The molecule is a beta-L-Fucp-(1->4)-D-Galp in which the galactopyranose moiety has alpha- configuration at the anomeric centre. It derives from an alpha-D-galactose. C[C@H]1[C@H]([C@H]([C@@H]([C@H](O1)O[C@H]2[C@H](O[C@@H]([C@@H]([C@H]2O)O)O)CO)O)O)O